8-methyl-1,4-dioxaspiro[4.5]decane-8-ol CC1(CCC2(OCCO2)CC1)O